1-cyclohexyl-5-(Trifluoromethyl)pyrazole-4-carboxamide C1(CCCCC1)N1N=CC(=C1C(F)(F)F)C(=O)N